6-(2-methoxypyridin-4-yl)-5,7-dimethyl-2-(pyridin-2-yl)-2,6-dihydro-1H-pyrrolo[3,4-d]pyridazin-1-one COC1=NC=CC(=C1)N1C(=C2C(N(N=CC2=C1C)C1=NC=CC=C1)=O)C